2-(((2S,3S)-3-((3-iodo-5-(trifluoromethyl)benzyl)amino)-2-phenylpiperidin-1-yl)methyl)pyrimidine 1-oxide IC=1C=C(CN[C@@H]2[C@@H](N(CCC2)CC2=[N+](C=CC=N2)[O-])C2=CC=CC=C2)C=C(C1)C(F)(F)F